C1(CCC1)NC(=O)C=1C=NN2C1N=C(C=C2)N2[C@H](CCC2)C2=C(C=CC(=C2)F)F (R)-N-cyclobutyl-5-(2-(2,5-difluorophenyl)pyrrolidin-1-yl)pyrazolo[1,5-a]pyrimidine-3-carboxamide